3-(3-methyl-4-nitro-2-oxo-benzimidazol-1-yl)piperidine-2,6-dione CN1C(N(C2=C1C(=CC=C2)[N+](=O)[O-])C2C(NC(CC2)=O)=O)=O